C(C)(C)SSC(C)C1=C(C(=O)O)C=CC=C1 2-(1-(isopropyldisulfanyl)ethyl)benzoic acid